CC1N(CCNC1)CCN 2-methyl-1-(2-aminoethyl)piperazine